C(=O)O.N[C@@H]1CCCC12CCN(CC2)C2=NC=C(C(N2C)=O)SC=2C=1N(C=CC2)N=CC1 (R)-2-(1-amino-8-azaspiro[4.5]decan-8-yl)-3-methyl-5-(pyrazolo[1,5-a]pyridin-4-ylthio)pyrimidin-4(3H)-one formate